(2-chloropyrimidin-4-yl)-5-cyclopropyl-6-methoxypyrazolo[1,5-a]pyrimidine ClC1=NC=CC(=N1)C1=NN2C(N=C(C(=C2)OC)C2CC2)=C1